C1(CC1)C(=O)N1CC2(CC2)C(C1CC=1C=C(C=CC1)C1=CC(=CC(=C1)F)F)NS(=O)(=O)C N-(5-(cyclopropanecarbonyl)-6-((3',5'-difluoro-[1,1'-biphenyl]-3-yl)methyl)-5-azaspiro[2.4]heptan-7-yl)methanesulfonamide